NC1=C(OC2=CC=C(C=C2)C2=CC=C(C=C2)NC(N)=O)C=CC=C1 4-(4-(Aminophenoxy)phenyl)-3-phenylurea